The molecule is a 2-hydroxy fatty acid that is (9Z)-hexadecenoic acid which is substituted by a hydroxy group at position 2. It is a 2-hydroxy fatty acid, a long-chain fatty acid and a hydroxy monounsaturated fatty acid. It derives from a palmitoleic acid. It is a conjugate acid of a 2-hydroxypalmitoleate. CCCCCC/C=C\\CCCCCCC(C(=O)O)O